C(C)(C)(C)C1=CC=C(C=C1)N(C(=O)C1=NSN=C1Cl)C(C(=O)NC1CCCCC1)C=1C=NC=CC1 N-(4-(tert-butyl)phenyl)-4-chloro-N-(2-(cyclohexylamino)-2-oxo-1-(pyridin-3-yl)ethyl)-1,2,5-thiadiazole-3-carboxamide